NC1=C2C(=NC=N1)N(N=C2C2=CC=C(C=C2)OC2=CC=CC=C2)C2CCN(CC2)C(=O)N2CCN(CC2)CCC2CCN(CC2)C=2C=C1C(N(C(C1=CC2)=O)C2C(NC(CC2)=O)=O)=O 5-(4-(2-(4-(4-(4-amino-3-(4-phenoxyphenyl)-1H-pyrazolo[3,4-d]pyrimidin-1-yl)piperidine-1-carbonyl)piperazin-1-yl)ethyl)piperidin-1-yl)-2-(2,6-dioxopiperidin-3-yl)isoindoline-1,3-dione